2-[(1Z)-5-Fluoro-1-{[4-(4-fluorophenoxy)phenyl]methylidene}-2,4-dimethyl-1H-inden-3-yl]-N-hydroxyacetamide FC=1C(=C2C(=C(/C(/C2=CC1)=C/C1=CC=C(C=C1)OC1=CC=C(C=C1)F)C)CC(=O)NO)C